C1(=CC=C(C=C1)C1=NC=CC(=C1)C=C1C(NC(S1)=O)=O)C 5-((2-(p-Tolyl)pyridin-4-yl)methylene)thiazolidine-2,4-dione